S1C(=NC=C1)C=CC=O 3-(thiazol-2-yl)prop-2-en-1-one